[K].[N+](=O)([O-])C1=C(C=CC=C1)NC(C)=O N-(2-nitrophenyl)acetamide potassium